C(C)(C)(C)C1CC2(C1)NC(N(C2=O)C=2C=NC=C(C2)F)=O 2-tert-butyl-7-(5-fluoropyridin-3-yl)-5,7-diazaspiro[3.4]octane-6,8-dione